2-[6-amino-5-[(1R,5S)-8-[4-(4-piperidyl)pyrimidin-2-yl]-3,8-diazabicyclo[3.2.1]octan-3-yl]pyridazin-3-yl]phenol NC1=C(C=C(N=N1)C1=C(C=CC=C1)O)N1C[C@H]2CC[C@@H](C1)N2C2=NC=CC(=N2)C2CCNCC2